C(C)(C)(C)OC(=O)N1CCC(CC1)(O)C(N[C@@H](CC(CO)O)C1=CC=CC=C1)=O 4-(((1S)-3,4-dihydroxy-1-phenylbutyl)carbamoyl)-4-hydroxypiperidine-1-carboxylic acid tert-butyl ester